[Si](C1=CC=CC=C1)(C1=CC=CC=C1)(C(C)(C)C)OC[C@@H]1CO[C@@H](CN1C(=O)OC(C)(C)C)C(NC(C)(C)C1=C(C(=C(C=C1)F)F)Cl)=O tert-butyl (2S,5S)-5-(((tert-butyldiphenylsilyl)oxy)methyl)-2-((2-(2-chloro-3,4-difluorophenyl)propan-2-yl)carbamoyl)morpholine-4-carboxylate